1-ethyl-3-methylimidazolium dimethyl-sulfate salt COS(=O)(=O)OC.C(C)N1C=[N+](C=C1)C